ClCCCC1(CC1)O 1-(3-chloropropyl)cyclopropan-1-ol